FC=1C=C(C(=O)NC)C=C(C1C1=C(C=2C(=NC(=CC2)C)O1)C[C@H]1CNCCO1)F (S)-3,5-difluoro-N-methyl-4-(6-methyl-3-(morpholin-2-ylmethyl)furo[2,3-b]pyridin-2-yl)benzamide